COC1=CC(=C2C(=C1)OC(=O)C3=C2OC4=CC(=C(C=C43)O)O)O 7-Methoxy-5,11,12-trihydroxycoumestan